C(=O)(C=1C(OC2=CC(=CC=C2C1)N(CC)CC)=O)C=1C(OC2=CC(=CC=C2C1)N(CC)CC)=O 3,3'-carbonyl-bis(7-diethylaminocoumarine)